1-(3-(tert-butyl)-1-phenyl-1H-pyrazol-5-yl)-3-(3-(methylthio)-4-((3-oxo-3,4-dihydropyrido[2,3-b]pyrazin-8-yl)oxy)phenyl)urea C(C)(C)(C)C1=NN(C(=C1)NC(=O)NC1=CC(=C(C=C1)OC1=CC=NC=2NC(C=NC21)=O)SC)C2=CC=CC=C2